CC(=C)C(C1=CC=CC=C1)N=C=O isopropenylbenzyl isocyanate